C(C)N=S(C(F)(F)F)(=O)C=1C=CC2=C(N=C(O2)C2=NC(=CC=C2S(=O)(=O)CC)N2N=CN=C2)C1 ethylimino-[2-[3-ethylsulfonyl-6-(1,2,4-triazol-1-yl)-2-pyridyl]-1,3-benzoxazol-5-yl]-oxo-(trifluoromethyl)-λ6-sulfane